N1(CCOCC1)S(=O)(=O)NC1=CC=C(C=C1)C=1C2=C(N=CN1)NC=C2 4-(4-(morpholine-4-sulfonamido)phenyl)-7H-pyrrolo[2,3-d]pyrimidin